5-Bromo-4-methylnicotinonitrile BrC=1C=NC=C(C#N)C1C